N-[[6-(5-tert-butyl-2-methyl-pyrazole-3-carbonyl)-6-azaspiro[2.5]octan-2-yl]methyl]furo[2,3-c]pyridine-2-carboxamide C(C)(C)(C)C=1C=C(N(N1)C)C(=O)N1CCC2(C(C2)CNC(=O)C2=CC=3C(=CN=CC3)O2)CC1